C(C1=CC=CC=C1)N1N=CC(=C1)[C@@H]1O[C@@H](CC(C1)C1=NC2=NC(=C(N=C2C(=N1)C1=C(C=C(C=C1)F)F)C)C)C 2-((2r,6r)-2-(1-benzyl-1H-pyrazol-4-yl)-6-methyltetrahydro-2H-pyran-4-yl)-4-(2,4-difluorophenyl)-6,7-dimethyl-pteridine